zinc monoazole N1C=CC=C1.[Zn]